C(C)OC(C1=CC=C(C=C1)/C=C/C(=O)C1=C(C(=C(C=C1)OCOC)OC)O)OCC (E)-3-(4-(diethoxymethyl)phenyl)-1-(2-hydroxy-3-methoxy-4-(methoxymethoxy)phenyl)prop-2-en-1-one